2-(2-fluoro-3-(methyl-d3)phenyl)-4-isobutyl-5-(trimethylsilyl)pyridine FC1=C(C=CC=C1C([2H])([2H])[2H])C1=NC=C(C(=C1)CC(C)C)[Si](C)(C)C